tert-butyl 4-aminoisothiazolidine-2-carboxylate 1,1-dioxide NC1CN(S(C1)(=O)=O)C(=O)OC(C)(C)C